O1C(OCC1)C1CCN(CC1)C=1C(=CC(=NC1)C1C(NC(CC1)=O)=O)C 3-(5-(4-(1,3-dioxolan-2-yl)piperidin-1-yl)-4-methylpyridin-2-yl)piperidine-2,6-dione